5-[4-[(3S)-1-(3-fluoropropyl)pyrrolidin-3-yl]oxyphenyl]-6-[4-(trifluoro-methylsulfanyl)phenyl]-8,9-dihydro-7H-benzo[7]annulene-2-carboxylic acid FCCCN1C[C@H](CC1)OC1=CC=C(C=C1)C1=C(CCCC2=C1C=CC(=C2)C(=O)O)C2=CC=C(C=C2)SC(F)(F)F